Benzyl 4-(2-((2-(methoxycarbonyl)phenyl)amino)-2-oxoacetyl)piperazine-1-carboxylate COC(=O)C1=C(C=CC=C1)NC(C(=O)N1CCN(CC1)C(=O)OCC1=CC=CC=C1)=O